C12CCCC2CCC1 bicyclo-[3.3.0]-octane